C(CCC(=O)C)(=O)OCC ethyl α-levulinate